FC(OC[C@@H](C1=CC(=CC=C1)OC(F)F)NC(C[C@](C(C)C)(C)O)=O)F (S)-N-((R)-2-(Difluoromethoxy)-1-(3-(difluoromethoxy)phenyl)ethyl)-3-hydroxy-3,4-dimethylpentanamid